4-((2-(2,6-dioxopiperidin-3-yl)-6-fluoro-1-oxoisoindoline-4-yl)thio)butyraldehyde O=C1NC(CCC1N1C(C2=CC(=CC(=C2C1)SCCCC=O)F)=O)=O